CC1=CC=C(OC(C(=O)O)C)C=C1 2-(4-methylphenoxy)-propionic acid